FCC1=C(C=CC(=C1)N)C1=C(C=C(N)C=C1)CF 2,2'-bisfluoromethyl-4,4'-benzidine